(2S,4R)-4-Hydroxy-N-((1-methyl-4H-chromeno[4,3-d]isoxazol-7-yl)methyl)pyrrolidine-2-carboxamide O[C@@H]1C[C@H](NC1)C(=O)NCC=1C=CC2=C(C1)OCC1=C2C(=NO1)C